FC1=C2C(=NC=3N(C2=CC=C1)C(=NN3)C)N3CCOCC1=C3C=CC=C1C#CC=1C=NN(C1)C 1-(6-fluoro-1-methyl-[1,2,4]triazolo[4,3-a]quinazolin-5-yl)-6-((1-methyl-1H-pyrazol-4-yl)ethynyl)-1,2,3,5-tetrahydrobenzo[e][1,4]oxazepine